(S)-1-(1-(3,4-dichlorophenyl)-2-(methylamino)ethyl)-4-(5-morpholino-1H-pyrrolo[2,3-b]pyridin-3-yl)pyridin-2(1H)-one ClC=1C=C(C=CC1Cl)[C@@H](CNC)N1C(C=C(C=C1)C1=CNC2=NC=C(C=C21)N2CCOCC2)=O